2-(7-amino-2-(2-fluorophenyl)-2-methyl-naphtho[2,3-d][1,3]dioxolan-6-yl)propan-2-ol NC=1C(=CC2=CC3=C(OC(O3)(C)C3=C(C=CC=C3)F)C=C2C1)C(C)(C)O